(2E)-4-(tert-butylamino)-N-(2-cyano-6-methyl-4-{8-[1-methyl-6-(trifluoromethyl)-1H-1,3-benzodiazol-5-yl]indolizin-3-carbonyl}phenyl)but-2-enamide C(C)(C)(C)NC/C=C/C(=O)NC1=C(C=C(C=C1C)C(=O)C1=CC=C2C(=CC=CN12)C1=CC2=C(N(C=N2)C)C=C1C(F)(F)F)C#N